COC(=O)C1=NC=C(N=C1)N1C[C@@H](CC1)N(C)C(=O)OC(C)(C)C (R)-5-(3-((tert-Butoxycarbonyl)(methyl)amino)pyrrolidin-1-yl)pyrazine-2-carboxylic acid methyl ester